(Sa)-6-(1-((3'-Chloro-4'-(oxetan-3-yloxy)-[1,1'-biphenyl]-4-yl)methyl)-4-fluoro-1H-indol-7-carboxamido)spiro[3.3]heptan ClC=1C=C(C=CC1OC1COC1)C1=CC=C(C=C1)CN1C=CC2=C(C=CC(=C12)C(=O)NC1CC2(CCC2)C1)F